1-(4-chloro-3-fluoro-2-((1-methyl-1H-pyrazol-5-yl)amino)phenyl)cyclopropane-1-carbonitrile ClC1=C(C(=C(C=C1)C1(CC1)C#N)NC1=CC=NN1C)F